2-(2-(pyrrolidin-1-yl)-6-(trifluoromethyl)benzyl)-2,8-diazaspiro[4.5]decane N1(CCCC1)C1=C(CN2CC3(CC2)CCNCC3)C(=CC=C1)C(F)(F)F